Cl[Si](C(C)[Si](Cl)(Cl)Cl)(Cl)Cl 1,1-bis(trichlorosilyl)ethane